1-(4-fluorophenylpropyl)-3-(4-hydroxy-3-methoxybenzyl)thiourea FC1=CC=C(C=C1)CCCNC(=S)NCC1=CC(=C(C=C1)O)OC